dichloro(2-methylpyridine) platinum [Pt].ClC1=C(C(=NC=C1)C)Cl